NC=1C(=NON1)C(=NO)NCCSC1=NON=C1C1=NOC(N1C1=CC(=C(C=C1)F)Br)=C=O 4-amino-N-(2-((4-(4-(3-bromo-4-fluorophenyl)-5-carbonyl-4,5-dihydro-1,2,4-oxadiazol-3-yl)-1,2,5-oxadiazol-3-yl)thio)ethyl)-N'-hydroxy-1,2,5-oxadiazol-3-carboxamidine